3-[(6-bromo-2-methyl-3-pyridinyl)sulfanyl]-6-fluoro-1,4-dimethyl-indole BrC1=CC=C(C(=N1)C)SC1=CN(C2=CC(=CC(=C12)C)F)C